(1H-indol-6-yl)(3-methyl-5-(((2-(trifluoromethyl)pyridin-3-yl)oxy)methyl)piperidin-1-yl)methanone N1C=CC2=CC=C(C=C12)C(=O)N1CC(CC(C1)COC=1C(=NC=CC1)C(F)(F)F)C